tri(2,3-epoxypropyl)trimethoxysilane tert-butyl-7-bromo-2-butyl-4-(tert-butylamino)-3H-imidazo[4,5-d]thieno[3,2-b]pyridine-3-carboxylate C(C)(C)(C)OC(=O)N1C(=NC2=C3C(=NC(=C21)NC(C)(C)C)C=C(S3)Br)CCCC.C(C3CO3)C(O[SiH](OC)OC)(CC3CO3)CC3CO3